C1(CC1)N1CC=2N(CC1)C=C(N2)C(=O)OCC ethyl 7-cyclopropyl-5H,6H,7H,8H-imidazo[1,2-a]pyrazine-2-carboxylate